(S)-2-(2,2,5,7-tetrafluoro-3-oxo-6-(perfluorophenyl)-2,3-dihydro-4H-benzo[b][1,4]oxazin-4-yl)propanoic acid FC1(C(N(C2=C(O1)C=C(C(=C2F)C2=C(C(=C(C(=C2F)F)F)F)F)F)[C@H](C(=O)O)C)=O)F